(2-phenyl-3-(3,3,3-trifluoro-1-(thiophen-2-yl)propyl)-1H-indol-7-yl)boronic acid C1(=CC=CC=C1)C=1NC2=C(C=CC=C2C1C(CC(F)(F)F)C=1SC=CC1)B(O)O